1-((4-fluorophenyl)carbamoyl)cyclopropan-1-carboxylic acid FC1=CC=C(C=C1)NC(=O)C1(CC1)C(=O)O